4-[3-[[1-[[4-[4-Amino-3-(difluoromethyl)pyrazol-1-yl]cyclohexyl]methyl]-4-piperidyl]oxy]propylamino]-2-(2,6-dioxo-3-piperidyl)isoindoline-1,3-dione NC=1C(=NN(C1)C1CCC(CC1)CN1CCC(CC1)OCCCNC1=C2C(N(C(C2=CC=C1)=O)C1C(NC(CC1)=O)=O)=O)C(F)F